N-(1-(4-bromophenyl)-2,2,2-trifluoroethyl)-2-methylpropane-2-sulfinamide BrC1=CC=C(C=C1)C(C(F)(F)F)NS(=O)C(C)(C)C